N-(tert-butyl)-N-(1-chloro-1,1-dimethylsilyl)amine CC(C)(C)N[Si](C)(C)Cl